(19R)-3-(cyclopropylmethyl)-16-fluoro-10,19-dimethyl-20-oxa-3,4,5,10,11,23-hexaazapentacyclo[19.3.1.02,6.08,12.013,18]pentacosa-1(24),2(6),4,8,11,13,15,17,21(25),22-decaen-22-amine C1(CC1)CN1C=2C3=CN=C(C(O[C@@H](C4=CC(=CC=C4C4=NN(C=C4CC2N=N1)C)F)C)=C3)N